N-((1r,3r)-3-(6-((3-(4-(2-((2-(2,6-dioxopiperidin-3-yl)-1,3-dioxoisoindolin-4-yl)oxy)acetyl)piperazin-1-yl)propyl)amino)-9H-purin-9-yl)cyclobutyl)-6-methylpicolinamide O=C1NC(CC[C@H]1N1C(C2=CC=CC(=C2C1=O)OCC(=O)N1CCN(CC1)CCCNC1=C2N=CN(C2=NC=N1)C1CC(C1)NC(C1=NC(=CC=C1)C)=O)=O)=O